NC1=NC(=NC=2N1N=C(N2)C=2OC=CC2)N2C[C@@H](CCC2)CN2CCN(CC2)C=2C=C(C(=O)OC)C=CC2 Methyl (S)-3-(4-((1-(7-amino-2-(furan-2-yl)-[1,2,4]triazolo[1,5-a][1,3,5]triazin-5-yl)piperidin-3-yl)methyl)piperazin-1-yl)benzoate